FC1([C@@H](C1)C(=O)NC1=CC(=C(N=N1)C(=O)[O-])NC1=C(C(=CC=C1)C1=NN(C=N1)C)OC)F.[Zn+2].FC1([C@@H](C1)C(=O)NC1=CC(=C(N=N1)C(=O)[O-])NC1=C(C(=CC=C1)C1=NN(C=N1)C)OC)F zinc (S)-6-(2,2-difluorocyclopropane-1-carboxamido)-4-((2-methoxy-3-(1-methyl-1H-1,2,4-triazol-3-yl)phenyl)amino)pyridazine-3-carboxylate